8-Ethyl-2-[4-(4-methoxyphenyl)-2H-1,2,3-triazol-5-yl]-2,3-dihydro-1H-quinazolin-4-one C(C)C=1C=CC=C2C(NC(NC12)C=1C(=NNN1)C1=CC=C(C=C1)OC)=O